CC1=C(C=C2CN(C(C2=C1)=O)C1C(NC(CC1)=O)=O)C1NCCCC1 3-(6-Methyl-1-oxo-5-(piperidin-2-yl)isoindolin-2-yl)piperidine-2,6-dione